ClC1=NC=CC(=C1)CCC=O 3-(2-chloro-4-pyridyl)propionaldehyde